C(C)(C)C=1C(=NNC1C=1C=C(C=2N(C1)N=CN2)OC)C=2SC(=CN2)N2CC1(C2)CNC1 2-(4-isopropyl-5-(8-methoxy-[1,2,4]triazolo[1,5-a]pyridin-6-yl)-1H-pyrazol-3-yl)-5-(2,6-diazaspiro[3.3]heptan-2-yl)thiazole